BrC=1C(=CC2=C(OCO2)C1)C(=O)NC1=CC=CC2=CC=CC=C12 6-bromo-N-(naphthalen-1-yl)benzo[d][1,3]dioxole-5-carboxamide